(2S,4R)-N-(4-ethynylbenzyl)-4-hydroxy-1-((S)-2-(6-hydroxyhexanamido)-3,3-dimethylbutanoyl)pyrrolidine-2-carboxamide C(#C)C1=CC=C(CNC(=O)[C@H]2N(C[C@@H](C2)O)C([C@H](C(C)(C)C)NC(CCCCCO)=O)=O)C=C1